(R)-N'-(4-(difluoromethoxy)-2,6-diisopropylphenylcarbamoyl)-5-(2-hydroxypropan-2-yl)thiazole-2-sulfonimidamide FC(OC1=CC(=C(C(=C1)C(C)C)NC(=O)N=[S@](=O)(N)C=1SC(=CN1)C(C)(C)O)C(C)C)F